2-amino-4-bromo-3,5,6-trifluorobenzoic acid methyl ester COC(C1=C(C(=C(C(=C1F)F)Br)F)N)=O